Cl.N1CCC(CC1)C1=CN(C2=NC=CC=C21)S(=O)(=O)CC2=CC=CC=C2 3-(piperidin-4-yl)-1-toluenesulfonyl-1H-pyrrolo[2,3-b]Pyridine hydrochloride